2-(3-(1,1-difluoro-5-azaspiro[2.5]octan-5-yl)-1-(5-methyl-2-((2-methylisoindolin-5-yl)amino)pyrimidin-4-yl)azetidin-3-yl)acetonitrile FC1(CC12CN(CCC2)C2(CN(C2)C2=NC(=NC=C2C)NC=2C=C1CN(CC1=CC2)C)CC#N)F